C(C=C)(=O)N1CCN(CC1)CC1=CC=C(C=C1)[C@H](C)NC=1N=CC2=C(N1)N(C(C=C2)=O)CC(CO)(C)C 2-{(S)-1-[4-(4-propenoyl-piperazin-1-ylmethyl)-phenyl]-ethylamino}-8-(3-hydroxy-2,2-dimethyl-propyl)-8H-pyrido[2,3-d]Pyrimidin-7-one